(3-cyanopropionyl)-N-(4-(1-isopropyl-1H-pyrazol-4-yl)5-methylpyrimidin-2-yl)-1,2,3,4-tetrahydroisoquinolin-6-amine C(#N)CCC(=O)C1NCCC2=CC(=CC=C12)NC1=NC=C(C(=N1)C=1C=NN(C1)C(C)C)C